methyl 2-(bis(4-methoxybenzyl)amino)-4-methyl-6-(pentan-2-ylamino)pyrimidine-5-carboxylate COC1=CC=C(CN(C2=NC(=C(C(=N2)C)C(=O)OC)NC(C)CCC)CC2=CC=C(C=C2)OC)C=C1